tert-butyl N-(4-{[(1S)-1-(4-bromophenyl)-2,2,2-trifluoroethyl]carbamoyl}cyclohexyl)carbamate BrC1=CC=C(C=C1)[C@@H](C(F)(F)F)NC(=O)C1CCC(CC1)NC(OC(C)(C)C)=O